1-Ethyl-8-(1-{2-[4-(3-methoxy-phenyl)-piperazin-1-yl]-2-oxo-ethyl}-1H-pyrazol-4-yl)-6-oxo-6,7-dihydro-1H-purine-2-carbonitrile C(C)N1C(=NC=2N=C(NC2C1=O)C=1C=NN(C1)CC(=O)N1CCN(CC1)C1=CC(=CC=C1)OC)C#N